2-[4-(2-fluoro-4-cyano-phenoxy)-phenoxy]-propionic acid FC1=C(OC2=CC=C(OC(C(=O)O)C)C=C2)C=CC(=C1)C#N